BrC1=CC(=C(C(=C1)C)NC(CC1CCCC1)=O)C N-(4-Bromo-2,6-dimethyl-phenyl)-2-cyclopentyl-acetamide